CC(=CC1=CC=2C=CC=3OC4=C(C3C2C=C1)C1=CC=C(C=C1C=C4)C=C(C)C)C 3,11-di(2-methylpropenyl)dinaphtho[2,1-b:1',2'-d]furan